2-(3,5-dichloro-4-((1-cyclopropyl-6-oxo-1,6-dihydropyridin-3-yl)oxy)phenyl)-3,5-dioxo-2,3,4,5-tetrahydro-1,2,4-triazine-6-carboxylic acid ClC=1C=C(C=C(C1OC1=CN(C(C=C1)=O)C1CC1)Cl)N1N=C(C(NC1=O)=O)C(=O)O